C1(CCC1)C1CCN(CC1)S(=O)(=O)C1=CC=C(C=C1)NC(=O)C=1C=C(CN2CC(C2)CNC(OC(C)(C)C)=O)C=CC1N(S(=O)(=O)C)C tert-butyl ((1-(3-((4-((4-cyclobutylpiperidin-1-yl)sulfonyl)phenyl)carbamoyl)-4-(N-methylmethylsulfonamido)benzyl)azetidin-3-yl)methyl)carbamate